FC(C(C(F)(F)F)OC(=O)N1CCC(CC1)(C)N(C)CC1=C(C=C(C=C1)C(F)(F)F)N1CCC(CC1)N1[C@@H](CCC1)C(=O)O)(F)F (1-(2-(((1-(((1,1,1,3,3,3-Hexafluoropropan-2-yl)oxy)carbonyl)-4-methylpiperidin-4-yl)(methyl)amino)methyl)-5-(trifluoromethyl)phenyl)piperidin-4-yl)proline